C(=CC)CCCOC 1-propenyl-3-methyloxypropane